NC1=C(C(NC(N1)=O)=O)Br 6-amino-5-bromouracil